5-chloro-N-(2-methoxy-5-(4-(4-(3-oxocyclohexane-1-en-1-carbonyl)piperazin-1-yl)quinazolin-6-yl)pyridin-3-yl)thiophene-2-sulfonamide ClC1=CC=C(S1)S(=O)(=O)NC=1C(=NC=C(C1)C=1C=C2C(=NC=NC2=CC1)N1CCN(CC1)C(=O)C1=CC(CCC1)=O)OC